N-(6-methoxy-2-methylpyridin-3-yl)-2-((2-methylcyclohexyl)-amino)-4-(trifluoromethyl)-benzamide COC1=CC=C(C(=N1)C)NC(C1=C(C=C(C=C1)C(F)(F)F)NC1C(CCCC1)C)=O